O=C1CCC(CC1)C(=O)OCC Ethyl 4-oxocyclohexanecarboxylate